bis[2,2'-bis(diphenylphosphinomethyl)-1,1'-biphenyl] rhodium bromide [Rh](Br)(Br)Br.C1(=CC=CC=C1)P(C1=CC=CC=C1)CC1=C(C=CC=C1)C1=C(C=CC=C1)CP(C1=CC=CC=C1)C1=CC=CC=C1.C1(=CC=CC=C1)P(C1=CC=CC=C1)CC1=C(C=CC=C1)C1=C(C=CC=C1)CP(C1=CC=CC=C1)C1=CC=CC=C1